3-(6-Aminopyridin-3-yl)-1-(4-fluoro-2-methylphenyl)-7-(trifluoromethyl)-2,3-dihydro-quinazolin-4(1H)-one NC1=CC=C(C=N1)N1CN(C2=CC(=CC=C2C1=O)C(F)(F)F)C1=C(C=C(C=C1)F)C